ethyl 4-bromo-2-(cyclobut-1-en-1-yl)imidazo[1,2-a][1,8]naphthyridine-8-carboxylate BrC=1C=2C=CC=3N(C2N=C(C1)C1=CCC1)C=C(N3)C(=O)OCC